C(#N)[C@H](CC1=C(C=C(C=C1)C1=CC2=C(S(CC2)(=O)=O)C=C1)F)NC(=O)[C@H]1OCCCN(C1)C(=O)OC(C)(C)C tert-butyl (S)-2-(((S)-1-cyano-2-(4-(1,1-dioxido-2,3-dihydrobenzo[b]thiophen-5-yl)-2-fluoro phenyl)ethyl)carbamoyl)-1,4-oxazepane-4-carboxylate